C(C)(=O)OC1=C(C(=C(C=C1)Cl)Cl)Cl 2,3,4-trichlorophenol acetate